(R)-4-amino-N-(2-fluoro-4-(trifluoromethyl)benzyl)-N',1-dimethyl-N'-(oxetane-2-carbonyl)-1H-pyrazolo[4,3-c]quinoline-8-carbohydrazide NC1=NC=2C=CC(=CC2C2=C1C=NN2C)C(=O)N(N(C(=O)[C@@H]2OCC2)C)CC2=C(C=C(C=C2)C(F)(F)F)F